5-[4-[(5-chloro-2-ethyl-3-oxo-4H-quinoxalin-6-yl)methyl]piperazin-1-yl]-6-fluoro-N-methyl-pyridine-2-carboxamide ClC1=C2NC(C(=NC2=CC=C1CN1CCN(CC1)C=1C=CC(=NC1F)C(=O)NC)CC)=O